methylcyclohex-ane CC1CCCCC1